2-bromo-1-(1H-indol-1-yl)-3-methylbutane-1-one BrC(C(=O)N1C=CC2=CC=CC=C12)C(C)C